indenyl methacrylate C(C(=C)C)(=O)OC1C=CC2=CC=CC=C12